(S)-N-(2-(3-chloro-2-fluorophenyl)propan-2-yl)morpholine-2-carboxamide ClC=1C(=C(C=CC1)C(C)(C)NC(=O)[C@@H]1CNCCO1)F